COC=1C=C(C(=O)NC)C=CC1NCC#CC=1N(C2=CC=CC(=C2C1)NC1CCC(CC1)N1CC2(C1)CCC2)CC(F)(F)F 3-methoxy-N-methyl-4-{[3-(4-{[(1R,4R)-4-{2-azaspiro[3.3]heptan-2-yl}cyclohexyl]amino}-1-(2,2,2-trifluoroethyl)-1H-indol-2-yl)prop-2-yn-1-yl]amino}benzamide